OC(C(=O)N1[C@H]([C@H](CC1)NS(=O)(=O)C)CC=1C(=C(C=CC1)C1=C(C(=CC=C1)F)F)F)(C)C N-((2S,3S)-1-(2-hydroxy-2-methylpropanoyl)-2-((2,2',3'-trifluorobiphenyl-3-yl)methyl)pyrrolidin-3-yl)methanesulfonamide